COC1=CC=C(CSC=2C(N(N=CC2)C)=O)C=C1 4-((4-methoxybenzyl)thio)-2-methylpyridazin-3(2H)-one